N-[4-[4-(2,2-difluoroethoxy)-7-(2-pyridyl)-5H-pyrrolo[3,2-d]pyrimidin-6-yl]-2-pyridyl]acetamide FC(COC=1C2=C(N=CN1)C(=C(N2)C2=CC(=NC=C2)NC(C)=O)C2=NC=CC=C2)F